FC1=CC=C(C=2N=C(SC21)NC(OC(C)(C)C)=O)B2OC(C(O2)(C)C)(C)C tert-butyl (7-fluoro-4-(4,4,5,5-tetramethyl-1,3,2-dioxaborolan-2-yl)benzothiazol-2-yl)carbamate